2-bromo-1-(2-methoxyphenyl)-styrene BrC1C(C=C)(C=CC=C1)C1=C(C=CC=C1)OC